N[C@@H]1C2=CC=CC=C2CC12CCN(CC2)C2=NC=C(C(N2C)=O)C#CCC2=CC(=C(C=C2)F)OC (S)-2-(1-amino-1,3-dihydro-spiro[inden-2,4'-piperidin]-1'-yl)-5-(3-(4-fluoro-3-methoxyphenyl)prop-1-yn-1-yl)-3-methylpyrimidin-4(3H)-one